FC=1C=C(C=CC1)NC(=O)N1C=COC2=C1C=CC=C2 N-(3-fluorophenyl)-1,4-benzoxazine-4-carboxamide